[Cl-].[Cl-].C1(=CC=CC=C1)C(=[Hf+2](C1C2=CC(=CC=C2C=2C=CC(=CC12)C(C)(C)C)C(C)(C)C)C1C=CC=C1)C1CCCC1 (phenyl)(cyclopentyl)methylene(cyclopentadienyl)(2,7-di-tert-butylfluoren-9-yl)hafnium dichloride